4-[2-(difluoromethoxy)-4-fluorophenyl]-2-[5-(trifluoromethoxy)pyridin-2-yl]-2,3-dihydro-1H-pyrrolo[3,4-c]pyridin-1-one FC(OC1=C(C=CC(=C1)F)C1=NC=CC2=C1CN(C2=O)C2=NC=C(C=C2)OC(F)(F)F)F